3-methylimidazo[1,5-a]pyrazin-8(7H)-one CC1=NC=C2N1C=CNC2=O